C(C)(C)(C)OC(=O)NC(C(=O)O)CO 2-((tert-Butoxycarbonyl)amino)-3-hydroxypropanoic acid